CN1CCN(CC1)CCC(=O)O 3-(4-Methylpiperazin-1-yl)propionic acid